Tert-butyl N-[(3-fluoro-1-bicyclo[1.1.1]pentyl)methyl]-N-[[2-(2-hydrazino-2-oxo-ethyl)imidazo[1,2-a]pyridin-6-yl]methyl]carbamate FC12CC(C1)(C2)CN(C(OC(C)(C)C)=O)CC=2C=CC=1N(C2)C=C(N1)CC(=O)NN